C1(CC1)C=1C=CC=2N(C1)C=C(N2)C(C)NC2=CC(=C(C=C2)S(=O)(=O)NC(OC(C)(C)C)=O)[N+](=O)[O-] tert-butyl ((4-((1-(6-cyclopropylimidazo[1,2-a]pyridin-2-yl)ethyl)amino)-2-nitrophenyl)sulfonyl)carbamate